3,3,3-trifluoro-N-(2-(5-methoxy-1H-indol-3-yl)ethyl)-N-methylpropan-1-amine FC(CCN(C)CCC1=CNC2=CC=C(C=C12)OC)(F)F